C(CCCCCCC\C=C/CCCCCCCC)C1(C(=O)OCCCN(C)C)C(C=CC=C1)CCCCCCCC\C=C/CCCCCCCC 1,2-dioleylbenzoyloxy-3-dimethylaminopropane